N-[3-[2-[(1-ethyl-3-methyl-pyrazol-4-yl)amino]-5-fluoro-pyrimidin-4-yl]-1-methyl-indol-6-yl]prop-2-enamide C(C)N1N=C(C(=C1)NC1=NC=C(C(=N1)C1=CN(C2=CC(=CC=C12)NC(C=C)=O)C)F)C